4-(3-(methylsulfonyl)propoxy)benzofuran-2-carboxylic acid CS(=O)(=O)CCCOC1=CC=CC2=C1C=C(O2)C(=O)O